O1C(CCCC1)OCCN1C(CCC1)=O N-(2-((tetrahydro-2H-pyran-2-yl)oxy)ethyl)-2-pyrrolidone